BrC(=C(F)F)C 2-bromo-1,1-difluoropropene